cis-2-chloro-8-methyl-8-(1-methyl-1H-pyrazol-4-yl)-N-(2-(trifluoromethyl)pyridin-4-yl)-7,8-dihydro-6H-cyclopenta[e]pyrazolo[1,5-a]pyrimidine-6-carboxamide ClC1=NN2C(N=CC3=C2[C@](C[C@H]3C(=O)NC3=CC(=NC=C3)C(F)(F)F)(C=3C=NN(C3)C)C)=C1